2-(2-(Difluoromethyl)cyclopropyl)-2-methyl-propionic acid ethyl ester C(C)OC(C(C)(C)C1C(C1)C(F)F)=O